1-amino-3-[[7-(4'-methoxy[1,1'-biphenyl]-4-yl)-1,6-naphthyridin-5-yl]amino]-2-propanol NCC(CNC1=C2C=CC=NC2=CC(=N1)C1=CC=C(C=C1)C1=CC=C(C=C1)OC)O